[(3S)-3-(1H-1,2,4-Triazol-5-yl)pyrrolidin-1-yl]-[3-[3-[[5-(trifluoromethyl)pyrazin-2-yl]amino]-1-bicyclo[1.1.1]pentanyl]azetidin-1-yl]methanone octyl-methacrylate (octyl-methacrylate) C(CCCCCCC)C=C(C(=O)O)C.C(CCCCCCC)OC(C(=C)C)=O.N1N=CN=C1[C@@H]1CN(CC1)C(=O)N1CC(C1)C12CC(C1)(C2)NC2=NC=C(N=C2)C(F)(F)F